CC=1C=C(C=C(C1)C)C=1C(NC2=CC=CC=C2N1)=O 3-(3,5-dimethylphenyl)quinoxalin-2(1H)-one